5-methoxy-4-(trifluoromethyl)pyridine COC=1C(=CC=NC1)C(F)(F)F